1-iodo-5,6-epoxyhexane ICCCCC1CO1